BrC=1C=C(C=CC1)CCN(S(=O)(=O)C1=CC=C(C=C1)C)CC(=O)O 2-(N-(3-bromophenylethyl)-4-methylphenylsulfonamido)acetic acid